ClC=1C=NC=C(C1[C@@H](C)OC=1C=C2C(=NNC2=CC1)C=1C=CC(=NC1)N1CCC2(CCCO2)CC1)Cl 8-[5-[5-[(1R)-1-(3,5-dichloro-4-pyridyl)ethoxy]-1H-indazol-3-yl]-2-pyridyl]-1-oxa-8-azaspiro[4.5]decane